ClC1=C(C=C(C=C1)N1C(C2(C3=CC(=CC=C13)C(=O)OC)CCCC2)=O)F methyl 1'-(4-chloro-3-fluorophenyl)-2'-oxospiro[cyclopentane-1,3'-indoline]-5'-carboxylate